C(C)(CC)OC(=O)OOC(=O)OC(C)CC di(sec-butyl)peroxydicarbonate